3,4-dihydro-2H-1,4-benzoxazine-5-carboxylic acid O1CCNC=2C1=CC=CC2C(=O)O